C(C1=CC=CC=C1)OC1=NC(=CC=C1C1=NN(C2=CC(=CC=C12)N1C[C@@H](N(CC1)C(=O)OC(C)(C)C)C)C)OCC1=CC=CC=C1 tert-butyl (S)-4-(3-(2,6-bis(benzyloxy) pyridin-3-yl)-1-methyl-1H-indazol-6-yl)-2-methylpiperazine-1-carboxylate